CC1OC2=C(O1)C=CC(=C2)CCC=O methyl-1,3-benzodioxol-5-propionaldehyde